3'-methyl-4-pentyl-3-((perfluorophenyl)sulfonyl)-[1,1'-biphenyl]-2,6-diol CC=1C=C(C=CC1)C=1C(=C(C(=CC1O)CCCCC)S(=O)(=O)C1=C(C(=C(C(=C1F)F)F)F)F)O